[(2R,3R,4R,5R)-4-acetoxy-2-[(2-methylpropanoylamino)methyl]-5-[2-(2-methyl-propanoyl-amino)-6-oxo-1H-purin-9-yl]tetra-hydrofuran-3-yl] acetate C(C)(=O)O[C@@H]1[C@H](O[C@H]([C@@H]1OC(C)=O)N1C=2N=C(NC(C2N=C1)=O)NC(C(C)C)=O)CNC(C(C)C)=O